4-chloro-3-(4,4-difluorotetrahydrofuran-2-yl)-1H-indazole ClC1=C2C(=NNC2=CC=C1)C1OCC(C1)(F)F